FC1=C(CC=2C=C3C(=NNC3=CC2)\C=C\C2=NC=CC=C2)C=CC(=C1)F (E)-5-(2,4-difluorobenzyl)-3-(2-(pyridin-2-yl)vinyl)-1H-indazole